1-bromomethyl-2-chloro-4-(3-fluorobenzyloxy)benzene BrCC1=C(C=C(C=C1)OCC1=CC(=CC=C1)F)Cl